N=1C(=CN2N=CC=CC21)C(=O)N imidazo[1,2-b]pyridazine-2-carboxamide